1-(6-fluoro-1,3-dimethyl-2-oxo-2,3-dihydro-1H-benzimidazol-5-yl)-2,4-dioxo-3-[(1R)-4-(trifluoromethyl)-2,3-dihydro-1H-inden-1-yl]-1,2,3,4-tetrahydropyrimidine-5-carboxylic acid FC=1C(=CC2=C(N(C(N2C)=O)C)C1)N1C(N(C(C(=C1)C(=O)O)=O)[C@@H]1CCC2=C(C=CC=C12)C(F)(F)F)=O